ClC1=C2C(C(N(C=3C2=C(C=C1)OC(C3)=O)C)=O)(C)CC(SC3=CC=CC=C3)(F)F 7-chloro-6-(2,2-difluoro-2-(phenylsulfanyl)ethyl)-4,6-dimethylpyrano[2,3,4-ij]isoquinoline-2,5(4H,6H)-dione